NC=1C=2N(C3=CC(=C(C=C3N1)F)C(=O)N1[C@@H]3[C@H](O[C@H](C1)C)CC=1C=C(C=CC13)Br)C=NC2 (4-amino-7-fluoroimidazo[1,5-a]quinoxalin-8-yl)((2S,4aS,9aR)-7-bromo-2-methyl-2,3,9,9a-tetrahydroindeno[2,1-b][1,4]oxazin-4(4aH)-yl)methanone